3-(3,3-difluorocyclobutyl)-3-oxo-propionic acid ethyl ester C(C)OC(CC(=O)C1CC(C1)(F)F)=O